tert-butyl (1-hydroxy-3,6,9,12,15,18,21,24-octaoxaoctacosane-28-yl)carbamate OCCOCCOCCOCCOCCOCCOCCOCCOCCCCNC(OC(C)(C)C)=O